4-(s)-butylthio-2,5-dimethoxy-phenethylamine C(CCC)SC1=CC(=C(CCN)C=C1OC)OC